(1S,2R,3R,5R)-3-((S)-(3,4-difluorophenyl)(hydroxy)methyl)-5-((E)-4-hydrazineylidene-1,4-dihydro-7H-pyrrolo[2,3-d]pyrimidin-7-yl)cyclopentane-1,2-diol FC=1C=C(C=CC1F)[C@H]([C@@H]1[C@H]([C@H]([C@@H](C1)N1C=CC\2=C1NC=N/C2=N/N)O)O)O